N-[4-(3-cyanophenyl)-5-[2-(difluoromethyl)-6-methyl-4-pyridinyl]thiazol-2-yl]-1-imino-1-oxo-1,4-thiazine-4-carboxamide C(#N)C=1C=C(C=CC1)C=1N=C(SC1C1=CC(=NC(=C1)C)C(F)F)NC(=O)N1C=CS(C=C1)(=O)=N